2-(1,4-dioxaspiro[4.5]decan-8-yl)benzyl alcohol O1CCOC12CCC(CC2)C2=C(CO)C=CC=C2